rac-3-bromo-N-((1R,2R)-2-((tert-butyldimethylsilyl)oxy)cyclohexyl)-4-fluoroaniline BrC=1C=C(N[C@H]2[C@@H](CCCC2)O[Si](C)(C)C(C)(C)C)C=CC1F |r|